ethyl 4-(4-bromophenyl)-5,5-difluorohexanoate BrC1=CC=C(C=C1)C(CCC(=O)OCC)C(C)(F)F